ClC=1C=C2C(=CN1)N(C(=C2)C=2C(=NC=CC2)C)C 5-chloro-1-methylpyrrolo[2,3-c]pyridin-2-yl-2-methylpyridine